NC1=NC=NN2C1=C(C=C2C2CCN(CC2)C(C(C)C)=O)C2=CC=C(C=C2)NC(=O)C=2C(N(C(=C(C2)Cl)C)C=2C=NC=CC2)=O N-(4-(4-amino-7-(1-isobutyrylpiperidin-4-yl)pyrrolo[2,1-f][1,2,4]triazin-5-yl)phenyl)-5-chloro-6-methyl-2-oxo-2H-[1,3'-bipyridine]-3-carboxamide